C(C#C)OCC1CCN(CC1)C(=O)OC(C)(C)C Tert-Butyl 4-(prop-2-ynoxymethyl)piperidine-1-carboxylate